C(CC)C1(CCCCC1)C1=C(C(=C(C=C1)C1=CC=C(C=C1)OCC)F)F p-(1-propyl-cyclohexyl)-(4-ethoxyphenyl)-2,3-difluorobenzene